5-Chloro-N-(7-(3,3-dimethylbutyl)-7-azaspiro[3.5]nonan-2-yl)-1,1'-dimethyl-1H,1'H-[3,4'-bipyrazole]-4-carboxamide ClC1=C(C(=NN1C)C=1C=NN(C1)C)C(=O)NC1CC2(C1)CCN(CC2)CCC(C)(C)C